(R)-6-chloro-3-((1-(2-(4-(1-isopropyl-1H-1,2,4-triazol-3-yl)piperidin-1-yl)-3,6-dimethyl-4-oxo-3,4-dihydroquinazolin-8-yl)ethyl)amino)-N-(methylsulfonyl)picolinamide ClC1=CC=C(C(=N1)C(=O)NS(=O)(=O)C)N[C@H](C)C=1C=C(C=C2C(N(C(=NC12)N1CCC(CC1)C1=NN(C=N1)C(C)C)C)=O)C